bis-(triisopentylsilyl) chromate [Cr](=O)(=O)(O[Si](CCC(C)C)(CCC(C)C)CCC(C)C)O[Si](CCC(C)C)(CCC(C)C)CCC(C)C